(2S)-2-amino-N-[2-[4-(hydroxymethyl)anilino]-2-oxo-ethyl]-3-phenyl-propanamide N[C@H](C(=O)NCC(=O)NC1=CC=C(C=C1)CO)CC1=CC=CC=C1